diphenylsilylene(cyclopentadienyl)(2,7-di-tert-butylfluorenyl)zirconium dichloride [Cl-].[Cl-].C1(=CC=CC=C1)[Si](=[Zr+2](C1=C(C=CC=2C3=CC=C(C=C3CC12)C(C)(C)C)C(C)(C)C)C1C=CC=C1)C1=CC=CC=C1